3-Methyl-imidazolium tetrafluoroborat F[B-](F)(F)F.C[N+]1=CNC=C1